N-(3-fluoro-2,6-diisopropylphenylcarbamoyl)-4-(2-hydroxypropan-2-yl)furan-2-sulfonamide FC=1C(=C(C(=CC1)C(C)C)NC(=O)NS(=O)(=O)C=1OC=C(C1)C(C)(C)O)C(C)C